OCCC(=O)C1=CC(=C(C=C1)OC)OC 3-hydroxy-(3',4'-dimethoxy)propiophenone